S(N)(OCCC=1N(C2=CC=CC=C2C1CN1CCCC1)C1CCN(CC1)C1CCC(CC1)=C(C)C)(=O)=O 2-(1-(1-(4-(propan-2-ylidene)cyclohexyl) piperidin-4-yl)-3-(pyrrolidin-1-ylmethyl)-1H-indol-2-yl)ethyl sulfamate